2-(4-(3-isopropyl-2-(5-methoxy-1,2-dimethyl-6-oxo-1,6-dihydropyridin-3-yl)-1H-indol-5-yl)piperidin-1-yl)-N,N-dimethylacetamide C(C)(C)C1=C(NC2=CC=C(C=C12)C1CCN(CC1)CC(=O)N(C)C)C1=C(N(C(C(=C1)OC)=O)C)C